3-bromo-6'-chloro-4'-(difluoromethoxy)-6-(thiazol-2-yl)-[2,2'-bipyridine]-4-amine BrC=1C(=NC(=CC1N)C=1SC=CN1)C1=NC(=CC(=C1)OC(F)F)Cl